CC=1N=C(SC1C1CCN(CC1)C)C1=NNC(=C1CC(F)(F)F)C=1C=C(C=2N(C1)N=CN2)C 4-methyl-2-(5-(8-methyl-[1,2,4]triazolo[1,5-a]pyridin-6-yl)-4-(2,2,2-trifluoroethyl)-1H-pyrazol-3-yl)-5-(1-methylpiperidin-4-yl)thiazole